FC(C(=O)O)(F)F.ClC1=CC2=CN(N=C2C=C1)C1CCC(CC1)CNC(C1=C(C=C(C(=C1)F)O)F)=O N-{[(1r,4r)-4-(5-chloro-2H-indazol-2-yl)cyclohexyl]methyl}-2,5-difluoro-4-hydroxybenzamide, trifluoroacetate salt